CO[C@@H]([C@H](N)C(=O)N[C@@H](CO)C(=O)O)C O-methyl-L-threonyl-L-serine